C1(CC1)S(=O)(=O)NC=1SC=C(N1)C(C(=O)NC1=CC(=C(C=C1)C1=NC=CN=C1)F)(C)C 2-(2-(cyclopropanesulfonylamino)thiazol-4-yl)-N-(3-fluoro-4-(pyrazin-2-yl)phenyl)-2-methylpropanamide